C(C(=C)C)(=O)OCC[N+](C)(C)C β-methacryloxyethyltrimethylammonium